CCC1=C(C2=NC1=CC3=C(C4=C([N-]3)C(=C5[C@H]([C@@H](C(=N5)C=C6C(=C(C(=C2)[N-]6)C=C)C)C)CCC(=O)OC/C=C(\C)/CCC[C@H](C)CCC[C@H](C)CCCC(C)C)[C@H](C4=O)C(=O)OC)C)C=O.[Mg+2] chlorophyll B